4-[(1E)-2-(2-methyl-3-phenylphenyl)ethenyl]-5-(trifluoromethyl)-2-{[2-({2-[4,7,10-tris(carboxymethyl)-1,4,7,10-tetraazacyclododec-1-yl]ethyl}oxy)ethyl]oxy}benzene CC1=C(C=CC=C1C1=CC=CC=C1)/C=C/C1=CC(=CC=C1C(F)(F)F)OCCOCCN1CCN(CCN(CCN(CC1)CC(=O)O)CC(=O)O)CC(=O)O